2-(4-fluoro-phenyl)-cyclopropylamine hydrochloride Cl.FC1=CC=C(C=C1)C1C(C1)N